ClC=1C(NC(N(C1)[C@@H]1O[C@@H](C=C1)CO)=O)=O 5-chloro-1-((2R,5S)-5-(hydroxymethyl)-2,5-dihydrofuran-2-yl)pyrimidine-2,4(1H,3H)-dione